(R)-N-(4-methoxyphenyl)-3-methyl-5-phenylpentanamide COC1=CC=C(C=C1)NC(C[C@@H](CCC1=CC=CC=C1)C)=O